NC=1C(=NC(=CC1N)Cl)C=1C=C(C=CC1)NC(OC(C)(C)C)=O tert-Butyl N-[3-(3,4-diamino-6-chloro-2-pyridyl)phenyl]carbamate